BrC1=CC=CC2=C1CCCCN2C2=NC(N(C1=CC=CC(=C21)F)C([2H])([2H])[2H])=O 4-(6-bromo-2,3,4,5-tetrahydro-1-benzazepin-1-yl)-5-fluoro-1-(trideuteriomethyl)quinazolin-2-one